[[4-[3-methyl-4-((R)-1-phenylethoxycarbonylamino)isoxazol-5-yl]benzoyl]amino]-3-phenyl-propanoic Acid CC1=NOC(=C1NC(=O)O[C@H](C)C1=CC=CC=C1)C1=CC=C(C(=O)NC(C(=O)O)CC2=CC=CC=C2)C=C1